NC1=NC=2C=NC(=CC2C2=C1C=NN2C)C(=O)N2C[C@H](CC2)C2=CC=C(C=C2)C(F)(F)F (4-amino-1-methyl-1H-pyrazolo[4,3-c][1,7]naphthyridin-8-yl)((3R)-3-(4-(trifluoromethyl)phenyl)-1-pyrrolidinyl)methanone